N1(C=NC=C1)C(=O)OC[C@H]1N(CCOC1)C(=O)OC(C)(C)C tert-butyl (S)-3-(((1H-imidazole-1-carbonyl)oxy) methyl)morpholine-4-carboxylate